4-bromo-2-(1-isobutyl-1H-benzo[d][1,2,3]triazol-5-yl)benzo[d]oxazole BrC1=CC=CC2=C1N=C(O2)C2=CC1=C(N(N=N1)CC(C)C)C=C2